ClC=1C(=NC(=NC1)F)NC1=CC2=C(N(C(CO2)=O)CCC(=O)NC)C=C1 3-[7-[(5-chloro-2-fluoro-pyrimidin-4-yl)amino]-3-oxo-1,4-benzoxazin-4-yl]-N-methyl-propanamide